(R)-N-(amino(4-(hydroxymethyl)-5-(2-hydroxypropan-2-yl)thiazol-2-yl)(oxo)-λ6-sulfaneylidene)-2-(4-cyano-2,6-diisopropylphenyl)acetamide N[S@](=NC(CC1=C(C=C(C=C1C(C)C)C#N)C(C)C)=O)(=O)C=1SC(=C(N1)CO)C(C)(C)O